tert-butyl 4-(3-{[6-(trifluoromethyl) pyridin-3-yl]oxy}pyrazin-2-yl)-3,6-dihydro-2H-pyridine-1-carboxylate FC(C1=CC=C(C=N1)OC=1C(=NC=CN1)C=1CCN(CC1)C(=O)OC(C)(C)C)(F)F